BrC1=NN(C(=N1)C=O)C 3-Bromo-1-methyl-1H-1,2,4-triazole-5-carbaldehyde